BrC=1C(=NC(=NC1)NC1=CC=C(C=2CC(OC21)(C)C)N2CCN(CC2)C)NC=2C=CC=C1CCN(C21)S(=O)(=O)C 5-bromo-N2-(2,2-dimethyl-4-(4-methylpiperazin-1-yl)-2,3-dihydrobenzofuran-7-yl)-N4-(1-(methylsulfonyl)indolin-7-yl)pyrimidine-2,4-diamine